(R)-2-((1H-indole-2-yl)(2-methoxyphenyl)methyl)-6-bromoisoindolin-1-one N1C(=CC2=CC=CC=C12)[C@H](N1C(C2=CC(=CC=C2C1)Br)=O)C1=C(C=CC=C1)OC